(R)-4-{3-(4-Fluorophenyl)-1-[(3R)-oxolan-3-yl]-1H-pyrazol-4-yl}-6-phenylfuro[2,3-d]pyrimidine FC1=CC=C(C=C1)C1=NN(C=C1C=1C2=C(N=CN1)OC(=C2)C2=CC=CC=C2)[C@H]2COCC2